C(CCCCCC)C(C(=O)OCCCCC#CC1=NC(=CN=C1)C#CCCCCOC(C(CCCCCCC)CCCCCCC)=O)CCCCCCC pyrazine-2,6-diylbis(hex-5-yne-6,1-diyl) bis(2-heptylnonanoate)